[N+](=O)([O-])C1=CC(=C(C=C1)CO)C(F)(F)F (4-nitro-2-(trifluoromethyl)phenyl)methanol